Cl.N[C@H]1[C@@H](C1)C1=CC(=CS1)C(=O)NC1CCCC1 5-(trans-2-aminocyclopropyl)-N-cyclopentylthiophene-3-carboxamide Hydrochloride